methyl 2-hydroxy-4-(pyrazin-2-yl)benzoate OC1=C(C(=O)OC)C=CC(=C1)C1=NC=CN=C1